C1(C=CC=C2C=CC(C=C12)=O)=O 1,7-naphthoquinone